5-[5-(Trifluoromethyl)-1,2,4-oxadiazole-3-yl]thiophen-2-carbaldehyde FC(C1=NC(=NO1)C1=CC=C(S1)C=O)(F)F